(R)-4-((1-(3-(difluoromethyl)-2-fluorophenyl)ethyl)amino)-2-methyl-6-(tetrahydro-2H-pyran-4-yl)-2,6-dihydropyrido[3,4-d]pyridazin-1,7-dione FC(C=1C(=C(C=CC1)[C@@H](C)NC1=NN(C(C=2C1=CN(C(C2)=O)C2CCOCC2)=O)C)F)F